(Z)-3,4,4-trifluoro-4-((3-(methylsulfonyl)benzyl)sulfonyl)but-2-en-1-amine F\C(=C/CN)\C(S(=O)(=O)CC1=CC(=CC=C1)S(=O)(=O)C)(F)F